3'-aza-2'-[18F]fluoro-5-methyl-(6S)-tetrahydrofolate [18F]C1=C(C(N[C@@H](CCC(=O)[O-])C(=O)O)=O)C=CC(=N1)NC[C@@H]1CNC=2N=C(N)NC(=O)C2N1C